C(C)(=O)O.OOCCCCCCCCCCC undecyl hydroxy ether acetate